C(C)[C@H]1CN(CC=2C=CC(=NC12)N1CCNCC1)C=1C=2N(C(=CC1)C#N)N=CC2 (S)-4-(8-Ethyl-2-(piperazin-1-yl)-7,8-dihydro-1,6-naphthyridin-6(5H)-yl)pyrazolo[1,5-a]pyridine-7-carbonitrile